ClC1=CC=CC2=C1C1=C(O2)C=CC(=C1)C=1C=C(C=CC1)C=1C=CC=2N(C3=CC=CC=C3C2C1)C1=CC=CC=C1 3-[3-(9-chloro-2-dibenzofuranyl)phenyl]-9-phenyl-9H-carbazole